N-((S)-5-methyl-4-oxo-2,3,4,5-tetrahydrobenzo[b][1,4]oxazepin-3-yl)-4,5-dihydro-2H,3'H-spiro[furan-3,1'-furo[3,4-c]pyridine]-6'-carboxamide CN1C2=C(OC[C@@H](C1=O)NC(=O)C1=CC3=C(C=N1)COC31COCC1)C=CC=C2